3-(6-((2-(4-(6-(6-((R)-2-(3-fluorophenyl)pyrimidin-1-yl)imidazo[1,2-b]pyridazin-3-yl)pyridin-2-yl)piperazin-1-yl)ethyl)amino)-1-oxoisoindolin-2-yl)piperidine-2,6-dione FC=1C=C(C=CC1)[C@H]1N(C=CC=N1)C=1C=CC=2N(N1)C(=CN2)C2=CC=CC(=N2)N2CCN(CC2)CCNC2=CC=C1CN(C(C1=C2)=O)C2C(NC(CC2)=O)=O